C1=CC=CC=2C3=CC=CC=C3C(C12)COC(=O)NC(C(=O)O)CCl 2-((((9H-fluoren-9-yl)methoxy)carbonyl)amino)-3-chloropropanoic acid